(R)-1-(3-(difluoromethyl)-2-fluorophenyl)ethan-1-amine Hydrochloride salt Cl.FC(C=1C(=C(C=CC1)[C@@H](C)N)F)F